tert-butyl 4-{[(6R)-6-[2-(cyclopropylamino)-4-(methoxycarbonyl)phenyl]-2,2-difluoro-7-azaspiro[3.5]nonan-7-yl]methyl}-5-methoxy-7-methylindole-1-carboxylate C1(CC1)NC1=C(C=CC(=C1)C(=O)OC)[C@H]1CC2(CC(C2)(F)F)CCN1CC1=C2C=CN(C2=C(C=C1OC)C)C(=O)OC(C)(C)C